C(C)OC(C(C=CC1=C(C=CC=C1)Cl)(F)F)=O 4-(2-chlorophenyl)-2,2-difluoro-3-butenoic acid ethyl ester